C12(CC(C1)C2)NC(=O)C=2C(N(C1=NC=C(C=C1C2O)C2=CC=C(C=C2)F)CCN2CCOCC2)=O N-(bicyclo[1.1.1]pentan-1-yl)-6-(4-fluorophenyl)-4-hydroxy-1-(2-morpholinoethyl)-2-oxo-1,2-dihydro-1,8-naphthyridine-3-carboxamide